O1CCN(CC1)CCOC=1C=CC(=NC1)C=1C=CC=C2C(=NC(=NC12)NC=1C=NC(=CC1)N1CCOCC1)N 8-(5-(2-Morpholinoethoxy)pyridin-2-yl)-N2-(6-Morpholinopyridin-3-yl)quinazoline-2,4-diamine